CC(C)N1C(C=2N=C(N=CC2C1)C1=CN=CS1)=O 6-(propan-2-yl)-2-(1,3-thiazol-5-yl)-5,6-dihydro-7H-pyrrolo[3,4-d]pyrimidin-7-one